C(=O)(O)C1=C2C=CC(C(=C3C=CC(=C(C=4C=CC(=C(C5=CC=C1N5)C(=O)O)N4)C(=O)O)N3)C(=O)O)=N2.[Co] cobalt tetracarboxylporphyrin